7-((4-(2-fluoro-6-(methylcarbamoyl)pyridin-3-yl)piperazin-1-yl)methyl)-3,5-dihydrofuro[3,4-c]quinolin-4(1H)-one FC1=NC(=CC=C1N1CCN(CC1)CC=1C=CC=2C3=C(C(NC2C1)=O)COC3)C(NC)=O